ClC1=CC=C2C(=N1)CN(C2=O)C 2-chloro-6-methyl-7H-pyrrolo[3,4-b]pyridin-5-one